C(=C)[N+]1=C(N(C=C1)CC)CC1=CC=CC=C1 vinylbenzyl-1-ethyl-1H-imidazol-3-ium